gallic acid anion C(C1=CC(O)=C(O)C(O)=C1)(=O)[O-]